tert-butyl 3-[6-(2-cyano-3,6-difluoro-anilino)-5-fluoro-4-oxo-quinazolin-3-yl]-1-oxa-8-azaspiro[4.5]decane-8-carboxylate C(#N)C1=C(NC=2C(=C3C(N(C=NC3=CC2)C2COC3(C2)CCN(CC3)C(=O)OC(C)(C)C)=O)F)C(=CC=C1F)F